CC=1C=CC=C2C(=CN=NC12)NC1=NC(=NC=C1)NC1=CC(=CC=C1)CN1CCN(CC1)C N4-(8-methylcinnolin-4-yl)-N2-(3-((4-methylpiperazin-1-yl)methyl)phenyl)pyrimidine-2,4-diamine